BrC1=NC=CC(=C1)CN1N=CC2=C(C1=O)N(C1=C2SC(=N1)SC)C 6-((2-bromopyridin-4-yl)methyl)-4-methyl-2-(methylsulfanyl)-4H-thiazolo[5',4':4,5]Pyrrolo[2,3-d]Pyridazin-5(6H)-one